N-methyl-2,5-dichloroaniline CNC1=C(C=CC(=C1)Cl)Cl